(S)-2-hydroxypropanal dimethoxyacetal COOC([C@H](C)O)OOC